FC1=CC=C(CC2CCN(CC2)CCN(C(C)=O)C2=CC=C(C=C2)OC)C=C1 N-(2-(4-(4-fluorobenzyl)piperidin-1-yl)ethyl)-N-(4-methoxyphenyl)acetamide